C(C=C)(=O)N1[C@H](CN(C[C@H]1C)C1=NC(N2C3=C(C(=C(C=C13)C(F)(F)F)C1=CC(=C(C=C1)F)Cl)SC[C@@H](C2)OC)=O)C (R)-8-((3S,5R)-4-acryloyl-3,5-dimethylpiperazin-1-yl)-11-(3-chloro-4-fluorophenyl)-3-methoxy-10-(trifluoromethyl)-3,4-dihydro-2H,6H-[1,4]thiazepino[2,3,4-ij]quinazolin-6-one